1-ethyl-3-(2-methyl-4-(4-methyl-6-oxo-1,4,5,6-tetrahydropyridazine-3-yl)phenyl)guanidine C(C)NC(=N)NC1=C(C=C(C=C1)C1=NNC(CC1C)=O)C